C(C=C)(=O)OC1=CC=C(C=C1)CC(=O)O 4-acryloyloxyphenyl-acetic acid